N-(2-methyl-5-piperazin-1-yl-phenyl)-2-(3-methylpyrrolo[3,2-b]pyridin-1-yl)propanamide CC1=C(C=C(C=C1)N1CCNCC1)NC(C(C)N1C=C(C2=NC=CC=C21)C)=O